4-amino-1-(4-(methylthio)phenyl)-2-oxo-7-(trifluoromethyl)-1,2-dihydroquinoline-3-carboxylic acid methyl ester COC(=O)C=1C(N(C2=CC(=CC=C2C1N)C(F)(F)F)C1=CC=C(C=C1)SC)=O